racemic-tert-butyl (5R,9S)-2-methyl-3-phenyl-4,5,6,7,8,9-hexahydro-2H-5,9-epiminocycloocta[c]pyrazole-10-carboxylate CN1N=C2C(=C1C1=CC=CC=C1)C[C@H]1CCC[C@@H]2N1C(=O)OC(C)(C)C |r|